ClC1=C(C(=CC=C1)Cl)OC1=CC=C(C=C1)[N+](=O)[O-] 1,3-dichloro-2-(4-nitrophenoxy)benzene